3-(4'-(6-chloro-2-(((3R,3aR,6R,6aR)-6-hydroxyhexahydrofuro[3,2-b]furan-3-yl)oxy)-1H-imidazo[4,5-b]pyridin-5-yl)-[1,1'-biphenyl]-4-carboxamido)propane-1-sulfonic acid ClC=1C=C2C(=NC1C1=CC=C(C=C1)C1=CC=C(C=C1)C(=O)NCCCS(=O)(=O)O)N=C(N2)O[C@H]2[C@@H]1[C@H](OC2)[C@@H](CO1)O